C(C)(C)OC1=CC=2N(C=C1C(=O)O)C=C(N2)C21CC(C2)(C1)OC 7-Isopropoxy-2-(3-methoxybicyclo[1.1.1]pentan-1-yl)imidazo[1,2-a]pyridine-6-carboxylic acid